FC=1C=C2C(=CC(OC2=CC1)=O)OCCCCCC(=O)NO 6-((6-fluorocoumarin-4-yl)oxy)-N-hydroxycaproamide